C(C)(C)(C)OC(=O)N1CCC(CC1)(C(=O)O)CC(=O)O 1-(tert-butoxycarbonyl)-4-(carboxymethyl)piperidine-4-carboxylic acid